2-amino-3-((2-methoxyphenyl)pyridin-4-yl)-2-fluorobenzonitrile NC1(C(C#N)C=CC=C1C1=CC(=NC=C1)C1=C(C=CC=C1)OC)F